2,2'-(1-(4-(pyrrolidin-1-yl)phenyl)ethane-1,2-diyl)bis(N-ethylhydrazine-1-thiocarboxamide) N1(CCCC1)C1=CC=C(C=C1)C(CNNC(NCC)=S)NNC(NCC)=S